1-((1-Oxo-1,2-dihydroisoquinolin-5-yl)sulfonyl)-2,3-dihydro-1H-pyrrolo[3,2-b]pyridine-6-carbonitrile O=C1NC=CC2=C(C=CC=C12)S(=O)(=O)N1CCC2=NC=C(C=C21)C#N